3,3-Difluoro-1-methoxycarbonylcyclopentane-1-carboxylic acid FC1(CC(CC1)(C(=O)O)C(=O)OC)F